2-(4-(tert-butyl)naphthalen-2-yl)-4,5-dimethylquinoline C(C)(C)(C)C1=CC(=CC2=CC=CC=C12)C1=NC2=CC=CC(=C2C(=C1)C)C